(3S)-3-[[6-chloro-3-[methoxy(methyl)carbamoyl]-2-pyridyl]oxy]pyrrolidine-1-carboxylic acid tert-butyl ester C(C)(C)(C)OC(=O)N1C[C@H](CC1)OC1=NC(=CC=C1C(N(C)OC)=O)Cl